COC(CCC1=CC=C(C=C1)NC(C1=CN=C(C=C1Cl)C(F)(F)F)=O)=O.N(=[N+]=[N-])CCC[Si](OCC)(OCC)OCC (3-azidopropyl)triethoxysilane methyl-3-{4-[4-chloro-6-(trifluoromethyl)nicotinamido]phenyl}propanoate